((1-(3-chloropyrazin-2-yl)-3,3-dimethylcyclobutyl)methyl)-3,4-difluoroaniline ClC=1C(=NC=CN1)C1(CC(C1)(C)C)CNC1=CC(=C(C=C1)F)F